[1,2,4]triazolo[5,1-c]pyrazine N=1C=NN2C1C=NC=C2